OC1CC(C1)C1(C=C(NN1[C@@H](C)C1=CC=CC=C1)C(=O)NC)C(=O)N 5-((1s,3R)-3-hydroxycyclobutyl)-N3-methyl-1-((S)-1-phenylethyl)-1H-pyrazole-3,5-dicarboxamide